N[C@H](C)C=1C=C(C=C2C(C(=C(OC12)C=1C=NN(C1)C1CN(C1)C(=O)OC(C)(C)C)C)=O)C tert-Butyl 3-[4-[8-[(1R)-1-aminoethyl]-3,6-dimethyl-4-oxo-chromen-2-yl]pyrazol-1-yl]azetidine-1-carboxylate